C(C)N1N(C(C(=C1N(CC1=NC=CC=C1)C)C(F)(F)F)=O)CC 1,2-diethyl-5-(methyl(pyridin-2-ylmethyl)amino)-4-(trifluoromethyl)-pyrazol-3-one